2-(Benzylthio)-8-morpholino-7,8-dihydro-1,6-naphthyridine-6(5H)-carboxylic acid tert-butyl ester C(C)(C)(C)OC(=O)N1CC=2C=CC(=NC2C(C1)N1CCOCC1)SCC1=CC=CC=C1